NC(C)C=1C=C(C=C(C1)N1[C@@H](CCC1)C)C=1N=C(C(=NC1)N)OC=1C=NN(C1)C1CCN(CC1)C 5-(3-(1-Aminoethyl)-5-((R)-2-methylpyrrolidin-1-yl)phenyl)-3-((1-(1-methylpiperidin-4-yl)-1H-pyrazol-4-yl)oxy)pyrazin-2-amine